1-bromo-4-(neopentyloxy)benzene BrC1=CC=C(C=C1)OCC(C)(C)C